3-methyl-N-(1,2,3,4-tetra-hydroquinolin-8-yl)pyridine-2-sulfonamide CC=1C(=NC=CC1)S(=O)(=O)NC=1C=CC=C2CCCNC12